C1(CC1)OC=1C(=CC(=NC1)C(=O)NC)C=O 5-CYCLOPROPOXY-4-FORMYL-N-METHYLPICOLINAMIDE